3-(2-((3R,3'R)-3'-hydroxy-1,4-dihydro-2H-spiro[isoquinoline-3,4'-piperidine]-1'-carbonyl)-6-(trifluoromethyl)imidazo[1,2-a]pyridin-8-yl)propanenitrile O[C@@H]1CN(CC[C@@]12NCC1=CC=CC=C1C2)C(=O)C=2N=C1N(C=C(C=C1CCC#N)C(F)(F)F)C2